N,N-diethylbutenamide C(C)N(C(C=CC)=O)CC